tert-butyl N-[4-[[4-[[1-[[1-(2,6-dioxo-3-piperidyl)-3-methyl-2-oxo-benzimidazol-5-yl]methyl]-4-piperidyl]oxy]-1-piperidyl]methyl]phenyl]carbamate O=C1NC(CCC1N1C(N(C2=C1C=CC(=C2)CN2CCC(CC2)OC2CCN(CC2)CC2=CC=C(C=C2)NC(OC(C)(C)C)=O)C)=O)=O